IC(C=O)CCCCCCCCCC iodododecanal